11-(3-isopropoxyphenyl)-3,8,8,11-tetramethyl-3,6,7,8,9,11-hexahydro-10H-benzo[b]pyrazolo[4,3-f][1,8]naphthyridin-10-one C(C)(C)OC=1C=C(C=CC1)C1(C2=C(NC3=NC=C4C(=C13)C=NN4C)CC(CC2=O)(C)C)C